N-(2-azidoallyl)-2-naphthamide N(=[N+]=[N-])C(CNC(=O)C1=CC2=CC=CC=C2C=C1)=C